COC1=C(OC2CCN(CC2)C2=C(C(N(C3=CC=C(C=C23)C)C)=O)C(=O)N)C=CC(=C1)C 4-[4-(2-methoxy-4-methylphenoxy)piperidin-1-yl]-1,6-dimethyl-2-oxo-1,2-dihydroquinoline-3-carboxamide